(R)-8-(1-((2-(4-(2-((tert-butyldimethylsilyl)oxy)acetyl)piperazin-1-yl)-4-fluorophenyl)amino)ethyl)-3,6-dimethyl-2-morpholinoquinazolin-4(3H)-one [Si](C)(C)(C(C)(C)C)OCC(=O)N1CCN(CC1)C1=C(C=CC(=C1)F)N[C@H](C)C=1C=C(C=C2C(N(C(=NC12)N1CCOCC1)C)=O)C